FC=1C(=NC=C(C1)C(F)(F)F)CC1CC2(CN(C2)C(=O)OC(C)(C)C)C1 tert-butyl 6-[[3-fluoro-5-(trifluoromethyl)-2-pyridinyl] methyl]-2-azaspiro[3.3]heptane-2-carboxylate